FC1=C(N=CC2=C1N=C(N=C2N2C[C@H]1CC[C@@H](C2)N1C(=O)OC(C)(C)C)OC1CCSCC1)C1=CC(=CC2=CC=CC=C12)O tert-butyl (1R,5S)-3-(8-fluoro-7-(3-hydroxynaphthalen-1-yl)-2-((tetrahydro-2H-thiopyran-4-yl)oxy)pyrido[4,3-d]pyrimidin-4-yl)-3,8-diazabicyclo[3.2.1]octane-8-carboxylate